1,3-dimethyl-butyl 1,1,3,3-tetramethyl-butyl ether CC(CC(C)(C)C)(C)OC(CC(C)C)C